OC(C)C1=CC=C(C=C1)NC(=O)C=1C=NN2C1N=C(C=C2C)C N-(4-(1-HYDROXYETHYL)PHENYL)-5,7-DIMETHYLPYRAZOLO[1,5-a]PYRIMIDINE-3-CARBOXAMIDE